FC(C(=O)O)(F)F.NCCC(=O)N[C@@H](CSC(C1=CC=CC=C1)=O)C(=O)O N-(3-aminopropionyl)-S-benzoyl-L-cysteine trifluoroacetate salt